t-butyl-p-hydroxystyrene C(C)(C)(C)C=CC1=CC=C(C=C1)O